2-(6-(2-((5-aminopentyl)oxy)benzyl)-2-azaspiro[3.3]heptane-2-carbonyl)-7-oxa-2,5-diazaspiro[3.4]octan-6-one NCCCCCOC1=C(CC2CC3(CN(C3)C(=O)N3CC4(C3)NC(OC4)=O)C2)C=CC=C1